1-(4-iodo-2-fluorophenyl)-4-(dimethoxymethyl)piperidine IC1=CC(=C(C=C1)N1CCC(CC1)C(OC)OC)F